2-amino-2-(2-(cyclopropanesulfonylamino)thiazol-4-yl)-N-(4-(6-ethoxypyrazin-2-yl)phenyl)acetamide NC(C(=O)NC1=CC=C(C=C1)C1=NC(=CN=C1)OCC)C=1N=C(SC1)NS(=O)(=O)C1CC1